tert-butyl (R)-(3-cyano-4-(2,6-dichloro-8-fluoro-4-hydroxyquinazolin-7-yl)-7-fluorobenzo[b]thiophen-2-yl)carbamate C(#N)C=1C2=C(SC1NC(OC(C)(C)C)=O)C(=CC=C2C2=C(C=C1C(=NC(=NC1=C2F)Cl)O)Cl)F